C(#N)C1=CC=C(C=2N1N=CC2)N2C[C@@H](O[C@@H](C2)C)C(=O)NC2=CC=NC=C2 (2r,6r)-4-(7-cyanopyrazolo[1,5-a]pyridin-4-yl)-6-methyl-N-(4-pyridinyl)morpholine-2-carboxamide